sodium cephamate S1C(CCN2[C@H]1CC2=O)C(=O)[O-].[Na+]